C(C)N1C=NC2=C1N=NC=C2C=2C=C(C(=CC2)F)C2=C(C=C(C=C2)S(=O)(=O)CC)OC 7-ethyl-4-(4'-(ethylsulfonyl)-6-fluoro-2'-methoxy-[1,1'-biphenyl]-3-yl)-7H-imidazo[4,5-c]pyridazine